(4S)-4-[(3aR,9bR)-7-{[2-fluoro-6-(trifluoromethyl)phenyl]methoxy}-9b-(4-fluorobenzenesulfonyl)-1H,2H,3H,3aH,4H,5H,9bH-benzo[e]indole-3-carbonyl]-1-methylimidazolidin-2-one FC1=C(C(=CC=C1)C(F)(F)F)COC1=CC2=C([C@@]3(CCN([C@@H]3CC2)C(=O)[C@H]2NC(N(C2)C)=O)S(=O)(=O)C2=CC=C(C=C2)F)C=C1